I.C(C(C)C)N Isobutylamine Hydroiodide